OC[C@H]1NC(OC1)=O (4R)-4-(hydroxymethyl)-1,3-oxazolidin-2-one